N1N=CC(=C1)C1=NC=CC(=N1)NC1=NC=C(C(=O)NC2CNCC2)C(=C1)NC(C)C 6-((2-(1H-pyrazol-4-yl)pyrimidin-4-yl)amino)-4-(isopropylamino)-N-(pyrrolidin-3-yl)nicotinamide